C(C)(C)(C)OC(=O)N1CCC(CC1)C1=NN(C=C1)C1=CC=C(C=C1)F 4-[1-(4-fluorophenyl)pyrazol-3-yl]piperidine-1-carboxylic acid tert-butyl ester